C(C)(C)(C)OC(=O)N1CCN(CC1)C1=CC(=C(C=C1)N)N 4-(3,4-diaminophenyl)piperazine-1-carboxylic acid tert-butyl ester